CN1C=NC=C1C(=O)ON=CC1=CC=CC=C1 Benzaldehyde-O-(1-methyl-1H-imidazole-5-carbonyl) oxime